BrC1=CC(=C(C=C1)S(=O)(=O)N1CCC2=CC=CC(=C12)C)C 1-(4-bromo-2-methyl-phenyl)sulfonyl-7-methyl-indoline